5-cyano-1,1-difluoropentane C(#N)CCCCC(F)F